BrC1=CC=C(O[C@H](C(=O)O)CF)C=C1 (R)-2-(p-bromophenoxy)-3-fluoropropionic acid